NC1=C(C2=C(C(N1C1=C3C=NNC3=CC=C1C)=O)C(=C(S2)CC)C)C(=O)N 6-amino-2-ethyl-3-methyl-5-(5-methyl-1H-indazol-4-yl)-4-oxo-4,5-dihydrothieno[3,2-c]pyridine-7-carboxamide